(S)-(1-(2-chloro-7-fluoroquinazolin-4-yl)pyrrolidin-2-yl)methanol ClC1=NC2=CC(=CC=C2C(=N1)N1[C@@H](CCC1)CO)F